CC1C[N+]2(CCCC2)CC(C1)C 7,9-dimethyl-5-azoniaspiro[4.5]decane